ClCCCC(=O)C1=CC=C(C=C1)OC 4-Chloro-1-(4-methoxyphenyl)butan-1-one